C(#N)C1=C2C(=NC=C1OC1=CC(=NC=C1)NC(O[C@H]1COCC1)=O)N=C(N2C)NC2=NN1C(C(CCC1)(F)F)=C2 (R)-tetrahydrofuran-3-yl (4-((7-cyano-2-((4,4-difluoro-4,5,6,7-tetrahydropyrazolo[1,5-a]pyridin-2-yl)amino)-1-methyl-1H-imidazo[4,5-b]pyridin-6-yl)oxy)pyridin-2-yl)carbamate